3-methyl-3H-imidazo[4,5-b]pyridine-7-carboxylic acid CN1C=NC=2C1=NC=CC2C(=O)O